N-(2-(4,4-difluoropiperidin-1-yl)ethyl)-6-methyl-5-((1-methyl-6-(pyrimidin-5-ylamino)-1H-pyrazolo[3,4-d]pyrimidin-3-yl)amino)nicotinamide FC1(CCN(CC1)CCNC(C1=CN=C(C(=C1)NC1=NN(C2=NC(=NC=C21)NC=2C=NC=NC2)C)C)=O)F